7-fluorobenzo[d]thiazol FC1=CC=CC=2N=CSC21